COCC=1C=NC2=C(C=C(C=C2C1)C)B(O)O (3-(methoxymethyl)-6-methylquinolin-8-yl)boronic acid